CN1N=CC2=CC(=CC=C12)CN(CCC1=CC=C(C=C1)NC(=O)C1=C(C=C(C(=C1)OC)OC)NC(=O)C1=NC2=CC=CC=C2N=C1)CC=1C=C2C=NN(C2=CC1)C N-(2-((4-(2-(Bis((1-methyl-1H-indazol-5-yl)methyl)amino)ethyl)phenyl)carbamoyl)-4,5-dimethoxyphenyl)quinoxaline-2-carboxamide